(R,6S)-N'-((2,2-difluoro-1,2,3,5,6,7-hexahydro-s-indacen-4-yl)carbamoyl)-6-(methylamino)-6,7-dihydro-5H-pyrazolo[5,1-b][1,3]oxazine-3-sulfonimidamide FC1(CC2=CC=3CCCC3C(=C2C1)NC(=O)N=[S@](=O)(N)C=1C=NN2C1OC[C@H](C2)NC)F